[Si](C)(C)(C(C)(C)C)OC1CN2CCC(C2(C1)C(=O)OCC)=C Ethyl 6-((t-butyldimethylsilyl)oxy)-1-methylenetetrahydro-1H-pyrrolizin-7a(5H)-carboxylate